C(#C)C([C@@]12C=CC[C@H]1[C@@H]1CCC3CCCC[C@@H]3[C@H]1CC2)O ethynyl-estrenol